C1(=CC=CC=C1)C(CSCC(=CC1=C(C=CC=C1)F)C1=CC=CC=C1)=CC1=C(C=CC=C1)F 2-phenyl-3-(2-fluorophenyl)allylsulfide